(R)-2,6-bis(benzyloxy)-3-(4-(4-(4-chlorophenyl)-3,3-difluoropiperidin-1-yl)-3-fluorophenyl)pyridine C(C1=CC=CC=C1)OC1=NC(=CC=C1C1=CC(=C(C=C1)N1CC([C@H](CC1)C1=CC=C(C=C1)Cl)(F)F)F)OCC1=CC=CC=C1